(chloromethyl)-4-(2-methylpyridin-4-yl)-N-(4-(methylsulfonyl)phenyl)thiazol-2-amine ClCC1=C(N=C(S1)NC1=CC=C(C=C1)S(=O)(=O)C)C1=CC(=NC=C1)C